ClC1=C(C=C(C=C1)C=1CCN(CC1)C(=O)OCC1=CC=CC=C1)F benzyl 4-(4-chloro-3-fluoro-phenyl)-3,6-dihydro-2H-pyridine-1-carboxylate